C1(CC1)C1=NC=NC(=C1C1=NC(=C2NC=NC2=N1)OCC12C3C4C5(C3C1C5C24)C=2N(C=C(N2)C(F)(F)F)C(C)C)OC 2-(4-cyclopropyl-6-methoxypyrimidin-5-yl)-6-((4-(1-isopropyl-4-(trifluoromethyl)-1H-imidazol-2-yl)cuban-1-yl)methoxy)-7H-purine